CC(C(=O)OCCOC1=CC=CC=C1)C 2-phenoxyethyl 2-methylpropanoate